sodium sesquisilicate [Si](O)(O)(O)O.[Na+].[Si]([O-])([O-])(O)O.[Si](O)(O)(O)O.[Na+]